(S)-2-(5-(3-(4-((tert-butyldimethylsilyl)oxy)butan-2-yl)-6-chloroimidazo[1,5-a]pyrazin-1-yl)-2-fluorophenoxy)-N,N-dimethylethane-1-amine [Si](C)(C)(C(C)(C)C)OCC[C@H](C)C1=NC(=C2N1C=C(N=C2)Cl)C=2C=CC(=C(OCCN(C)C)C2)F